C(CCCCC)Br n-Hexylbromid